benzyl-(4-bromo-2,3-dichlorophenyl)sulfane C(C1=CC=CC=C1)SC1=C(C(=C(C=C1)Br)Cl)Cl